(4x-s,7x-r)-2-(5-fluoropyridin-2-yl)-3-(1H-pyrazolo[3,4-b]pyridin-4-yl)-4,5,6,7-tetrahydro-4,7-methanopyrazolo[1,5-a]pyridine FC=1C=CC(=NC1)C1=NN2C(C3CCC2C3)=C1C1=C3C(=NC=C1)NN=C3